6-(3,5-dimethylpyrazol-1-yl)-2-[1-[2-methyl-6-(trifluoromethyl)pyrimidin-4-yl]piperidin-4-yl]pyridazin-3-one CC1=NN(C(=C1)C)C=1C=CC(N(N1)C1CCN(CC1)C1=NC(=NC(=C1)C(F)(F)F)C)=O